C1(CC1)C1=CC=C(N=N1)C=1C(=CC(=C(C1)NC(=O)C=1C=NN2C1C=CC=C2)C)F N-[5-(6-cyclopropylpyridazin-3-yl)-4-fluoro-2-methylphenyl]pyrazolo[1,5-a]pyridine-3-carboxamide